CN1N=C2C=C(C=CC2=C1)S(=O)(=O)C1=CC=C(C=C1)CNC(=O)C=1C=C2C(=NC1)NN=C2 N-{[4-(2-methyl-2H-indazole-6-sulfonyl)phenyl]methyl}-1H-pyrazolo[3,4-b]pyridine-5-carboxamide